3-(2-Methyl-2-azaspiro[3.5]nonane-7-yl)-5-(pyrimidine-5-yl)-pyrazolo[1,5-a]pyridine CN1CC2(C1)CCC(CC2)C=2C=NN1C2C=C(C=C1)C=1C=NC=NC1